ClC=1C(=NC(=NC1)NC1=CC(=C(C=C1)N(C)CCN(C)C)[N+](=O)[O-])C1=CN(C2=C(C=CC=C12)C)C N4-(5-chloro-4-(1,7-dimethyl-1H-indol-3-yl)pyrimidin-2-yl)-N1-(2-(dimethylamino)ethyl)-N1-methyl-2-nitrobenzene-1,4-diamine